FC1=C(C(=CC(=C1)CNC1=NC=CC(=C1)OC)O)N1CC(NS1(=O)=O)=O 5-(2-fluoro-6-hydroxy-4-(((4-methoxypyridin-2-yl)amino)methyl)phenyl)-1,2,5-thiadiazolidin-3-one 1,1-dioxide